Nα-acetyl-L-isoleucine C(C)(=O)N[C@@H]([C@@H](C)CC)C(=O)O